3-CHLORO-6-METHOXYPICOLINALDEHYDE ClC=1C(=NC(=CC1)OC)C=O